[Na+].C(CCC(=O)[O-])(=O)[O-].C(COCCO)O.[Na+] diethylene glycol succinate sodium